OCCCCN1S(C=2N(C(C1)C(=O)O)C(C=C(C2C2=CC(=CC=C2)C(F)(F)F)CC2=CC=CC1=CC=CC=C21)=O)(=O)=O 2-(4-hydroxybutyl)-8-(naphthalen-1-ylmethyl)-6-oxo-9-(3-(trifluoromethyl)phenyl)-3,4-dihydro-2H,6H-pyrido[1,2-e][1,2,5]thiadiazine-4-carboxylic acid 1,1-dioxide